C(C)(=O)N1CC2(C1)N(C(C(N(C2=O)C(C2=CC=CC=C2)C2=CC=CC=C2)C)=O)CC2=CC=C(C=C2)C(F)(F)F 2-acetyl-8-benzhydryl-7-methyl-5-(4-(trifluoromethyl)benzyl)-2,5,8-triazaspiro[3.5]nonane-6,9-dione